2-hydroxyphenyl hydrogen sulfate S(=O)(=O)(OC1=C(C=CC=C1)O)O